(2,4-Divinylthiophen-3-yl)carbamic acid tert-butyl ester C(C)(C)(C)OC(NC1=C(SC=C1C=C)C=C)=O